((1R)-1-(4-(1-(difluoromethyl)-4-(2-methylbut-3-enamido)-1H-pyrazol-5-yl)pyridin-2-yl)but-3-en-1-yl)carbamic acid tert-butyl ester C(C)(C)(C)OC(N[C@H](CC=C)C1=NC=CC(=C1)C1=C(C=NN1C(F)F)NC(C(C=C)C)=O)=O